3-chloro-5-fluoro-4-[4-(trifluoromethyl)-1H-imidazol-2-yl]benzonitrile ClC=1C=C(C#N)C=C(C1C=1NC=C(N1)C(F)(F)F)F